Iron-vanadium [V].[Fe]